C(#N)C(CC1=CC=CC=C1)NC(=O)C=1N=NN(C1)C1=CC(=NC=C1C)NC1=CC2=C(OC(O2)(F)F)C=C1 N-(1-cyano-2-phenylethyl)-1-(2-((2,2-difluoro-benzo[d][1,3]dioxol-5-yl)amino)-5-methylpyridin-4-yl)-1H-1,2,3-triazole-4-carboxamide